methyl [(1RS,2SR)-3-oxo-2-pentylcyclopentyl]acetate O=C1[C@H]([C@H](CC1)CC(=O)OC)CCCCC |r|